3-(4-((2-(2-(2-azidoethoxy)ethoxy)ethyl)sulfonyl)-1-oxoisoindolin-2-yl)piperidine N(=[N+]=[N-])CCOCCOCCS(=O)(=O)C1=C2CN(C(C2=CC=C1)=O)C1CNCCC1